4-((1R,3S)-3-(but-2-ynamido)cyclohexyl)-3-cyano-5,6-difluoro-2-methyl-1H-indole-7-carboxamide C(C#CC)(=O)N[C@@H]1C[C@@H](CCC1)C1=C2C(=C(NC2=C(C(=C1F)F)C(=O)N)C)C#N